O=C1N(C(CC1)=O)N([C@@H](C(C)C)C(=O)N[C@@H](C)C(=O)[O-])C(CCCCCN1C(C=CC1=O)=O)=O 2,5-dioxopyrrolidin-1-yl-N-[6-(2,5-dioxo-2,5-dihydro-1H-pyrrol-1-yl)hexanoyl]-L-valyl-L-alaninate